BrC1=NC(=CC=C1)O[C@H](CN1N=CN=C1)C 2-bromo-6-{[(2S)-1-(1H-1,2,4-triazol-1-yl)propan-2-yl]oxy}pyridine